FC1=C(C=CC(=C1F)F)C=1C(=C2N(N1)CCC2)C=2C=CC=1N(C2)N=CN1 6-(2-(2,3,4-Trifluorophenyl)-5,6-dihydro-4H-pyrrolo[1,2-b]pyrazol-3-yl)-[1,2,4]triazolo[1,5-a]pyridine